NC=1N(C(C(=C(N1)C1=C(C=CC(=C1)C)S(=O)(=O)O)C)=O)C1=C(C(=CC=C1)Cl)Cl 2-amino-1-(2,3-dichlorophenyl)-5-methyl-6-oxo-1,6-dihydropyrimidin-4-yl-4-methylbenzene-1-sulfonic acid